P(F)(F)F phosphorous, fluoride